N1=CN=CC(=C1)NC=1C=CC=C2CCNCC12 N-(Pyrimidin-5-yl)-1,2,3,4-tetrahydroisoquinolin-8-amine